FC=1C=NC=C(C1C#N)F 3,5-difluoro-4-cyanopyridine